ClC1=CC(=NC=N1)NCC=1N=C2N(C=C(C=C2C(=O)OC)C2CC2)C1 methyl 2-(((6-chloropyrimidin-4-yl)amino)methyl)-6-cyclopropylimidazo[1,2-a]pyridine-8-carboxylate